10-chloro-1-methylene-1,6,7,11b-tetrahydro-4H-pyrido[2,1-a]isoquinoline-3-carboxylic acid methyl ester COC(=O)C1=CC(C2N(CCC3=CC=C(C=C23)Cl)C1)=C